OC1=NN(C(=C1C(F)(F)F)C(=O)OC)C methyl 3-hydroxy-1-methyl-4-(trifluoromethyl)-1H-pyrazole-5-carboxylate